tert-Butyl (S)-3-((4-(2-(4-amino-3-fluorophenoxy)pyridin-3-yl)pyrimidin-2-yl)amino)piperidine-1-carboxylate NC1=C(C=C(OC2=NC=CC=C2C2=NC(=NC=C2)N[C@@H]2CN(CCC2)C(=O)OC(C)(C)C)C=C1)F